C(=O)(O)CN1CCN2CCCN(CCN(CCC1)CC2)CC(=O)O 4,11-bis(carboxymethyl)-1,4,8,11-tetraazabicyclo[6.6.2]hexadecane